NC=1C(=NC(=CN1)C1CCOCC1)C=1C=C2CN(C(C2=CC1)=O)[C@H](CO)C1=CC(=CC=C1)Cl (S)-5-(3-amino-6-(tetrahydro-2H-pyran-4-yl)pyrazin-2-yl)-2-(1-(3-chlorophenyl)-2-hydroxyethyl)isoindolin-1-one